[Mn](=O)(=O)(=O)O.C[O-].[K+] potassium methoxide permanganate